NC1=CC=C(C=C1)C1=CC=C(C=C1)C#N 4-amino-4'-cyanobiphenyl